S1C(=CC=C1)C=C1N=C(OC1=O)C1=CC(=C(C(=C1)OC)OC)OC 4-(thiophen-2-ylmethylene)-2-(3,4,5-trimethoxyphenyl)oxazol-5(4H)-one